FC=1C=C(CCNC(=O)NC2=CC=C(C=C2)OC2=NC=NC3=CC(=C(C=C23)NC(=O)NCCC)OC)C=CC1 1-(3-fluorophenethyl)-3-(4-((7-methoxy-6-(3-propylureido)quinazolin-4-yl)oxy)phenyl)urea